methyl 2-[(7-[[2-fluoro-4-(pyrazol-1-yl)phenyl]amino]-1,6-naphthyridin-2-yl)[(1s,4s)-4-(methylamino)cyclohexyl]amino]acetate FC1=C(C=CC(=C1)N1N=CC=C1)NC1=NC=C2C=CC(=NC2=C1)N(CC(=O)OC)C1CCC(CC1)NC